C(C)N(C(=O)N(CC)CC)C1=CC=CC=C1 N-Ethylphenyl-N',N'-diethylurea